dihydroxymethylphosphorus OC(O)[P]